[N+](=O)([O-])C1=NN(C=C1)C1=CC=C(C=C1)CO [4-(3-nitropyrazol-1-yl)phenyl]methanol